(R)-N-((1R,2R)-1-(3-chloro-4-(2-hydroxy-2-methylpropoxy)phenyl)-1-hydroxy-3-(pyrrolidin-1-yl)propan-2-yl)-1-(naphthalen-2-yl)pyrrolidine-3-carboxamide ClC=1C=C(C=CC1OCC(C)(C)O)[C@H]([C@@H](CN1CCCC1)NC(=O)[C@H]1CN(CC1)C1=CC2=CC=CC=C2C=C1)O